C(C)C=C(COC1=CC=C(C=C1)[N+](=O)[O-])[NH2]=O ethyl-3-(4-nitrophenoxy)prop-1-en-2-amine oxide